1,2,3,4,6-naphthalenepentacarboxylic acid C1(=C(C(=C(C2=CC(=CC=C12)C(=O)O)C(=O)O)C(=O)O)C(=O)O)C(=O)O